O([C@H]1[C@H](O)[C@@H](O)[C@H](O)[C@H](O1)CO)C1=CNC2=CC=C(C=C12)OC1=NC(=NC(=N1)OC)N1CCOCC1 5-[(4-methoxy-6-morpholino-1,3,5-triazin-2-yl) oxy]-1H-indol-3-yl β-D-glucopyranoside